2,2'-(1-(6-methoxypyridin-3-yl)propane-1,2-diyl)bis(N-ethylhydrazine-1-thiocarboxamide) COC1=CC=C(C=N1)C(C(C)NNC(NCC)=S)NNC(NCC)=S